CC=1C=C(C=C(C1)C)Br 3,5-dimethylphenyl bromide